thymidine trisphosphate P(=O)(O)(O)O.P(=O)(O)(O)O.P(=O)(O)(O)O.[C@@H]1(C[C@H](O)[C@@H](CO)O1)N1C(=O)NC(=O)C(C)=C1